CC(C(=O)N[C@@H](CC1=CC=C(C=C1)C)OB(O)O)C(NC1=CC=CC=C1)=O ((1R)-1-(2-methyl-3-oxo-3-(phenylamino)propionamido)-2-(p-tolyl)ethyl)boric acid